N1C(=NC=C1)C=1C=C(C=CC1)NC(=O)C1C(=NN(C1=O)C1=CC(=CC=C1)C(F)(F)F)C N-(3-(1H-imidazol-2-yl)phenyl)-3-methyl-5-oxo-1-(3-(trifluoromethyl)phenyl)-4,5-dihydro-1H-pyrazole-4-carboxamide